ClC1=C(C(=O)N2C=C(C=3C2=NC=C(C3)B3OC(C(O3)(C)C)(C)C)C(=O)C=3C(=C(C(=CC3)F)NS(=O)(=O)CCC)F)C(=CC=C1)Cl N-(3-(1-(2,6-dichlorobenzoyl)-5-(4,4,5,5-tetramethyl-1,3,2-dioxaborolan-2-yl)-1H-pyrrolo[2,3-b]pyridine-3-carbonyl)-2,6-difluorophenyl)propane-1-sulfonamide